(R)-7-chloro-N-(1-(6,7-difluoro-1-oxo-1,2-dihydroisoquinolin-4-yl)ethyl)-N-methylindolizine-2-carboxamide ClC=1C=CN2C=C(C=C2C1)C(=O)N(C)[C@H](C)C1=CNC(C2=CC(=C(C=C12)F)F)=O